CC1(C2(C(C(C(C(C2=O)(C(=O)O)C)(C)C)(CC1)C(=O)O)=O)C(=O)O)C(=O)O tetramethyl-2,6-dioxobicyclo(1.3.3)-nonane-1,3,5,7-tetracarboxylic acid